C(=C)C1OC(C(=O)OC1=O)C=C divinyl-diglycolic acid anhydride